FC1=C(C(=CC=C1)F)C1=C(C=CC=C1)C(O)C1=CC=CC=C1 (2',6'-difluoro-[1,1'-biphenyl]-2-yl)(phenyl)methanol